C1(CC1)N1CCN(CC1)C1CCN(CC1)C1=C(C=C(C(=C1)OC)NC1=NC=NC(=C1)N1OCC[C@@H]1C1=CC(=C(C=C1)F)OC1=CC(=CC=C1)F)NC(C=C)=O (R)-N-(2-(4-(4-cyclopropylpiperazin-1-yl)piperidin-1-yl)-5-((6-(3-(4-fluoro-3-(3-fluorophenoxy)phenyl)isoxazolidin-2-yl)pyrimidin-4-yl)amino)-4-methoxyphenyl)acrylamide